BrC=1C=C2C(=NN=C(C2=CC1)C(F)(F)F)Cl 6-bromo-4-chloro-1-(trifluoromethyl)phthalazine